Cl.Cl.NCCSSCCN bis-(2-aminoethyl) disulfide dihydrochloride